Ethylthiophene-3-carboxamide C(C)C=1SC=CC1C(=O)N